tert-butyl-4-[(2,4-dichloropyrimidin-5-yl) methyl]piperazine-1-carboxylate C(C)(C)(C)OC(=O)N1CCN(CC1)CC=1C(=NC(=NC1)Cl)Cl